4-(2-propen-1-yl)-1,3-dioxolan-2-one C(C=C)C1OC(OC1)=O